C1(CCC1)CN(C1CCC(CC1)N(C1=CC(N(C=2C=CC(=NC12)C#N)C)=O)C)C1=CC(=C(C=C1)F)CN1CCOCC1 8-((4-((cyclobutylmethyl)(4-fluoro-3-(morpholinomethyl)phenyl)amino)cyclohexyl)(methyl)amino)-5-methyl-6-oxo-5,6-dihydro-1,5-naphthyridine-2-carbonitrile